OCC1CN(CCN1)C(=O)[O-] 3-(hydroxymethyl)piperazin-carboxylate